(3-amino-4-(4-ethylpiperazin-1-yl)-5-methylphenyl)(4-(4-((6-(trifluoromethyl)pyridazin-3-yl)oxy)-phenyl)piperidin-1-yl)methanone NC=1C=C(C=C(C1N1CCN(CC1)CC)C)C(=O)N1CCC(CC1)C1=CC=C(C=C1)OC=1N=NC(=CC1)C(F)(F)F